4-methylcyclohexane-1,2-dicarboxylic acid calcium salt [Ca+2].CC1CC(C(CC1)C(=O)[O-])C(=O)[O-]